CC=1C(=C(C=C(C1)C(F)(F)F)O)C=1C=CC=2C(N1)=NN(C2)[C@@H]2CCC=1N(C2)C=C(N1)C |o1:21| (R or S)-3-methyl-2-(2-(2-methyl-5,6,7,8-tetrahydroimidazo[1,2-a]pyridin-6-yl)-2H-pyrazolo[3,4-b]pyridin-6-yl)-5-(trifluoromethyl)phenol